2-(1-(oxetan-3-yl)piperidin-4-yl)-5-(4,4,5,5-tetramethyl-1,3,2-dioxaborolan-2-yl)benzo[d]thiazole O1CC(C1)N1CCC(CC1)C=1SC2=C(N1)C=C(C=C2)B2OC(C(O2)(C)C)(C)C